C(C)(C)(C)ONC1=NC(=NC(=N1)Cl)NC=1C=C(C(=O)O)C=CN1 2-((4-(tert-Butoxyamino)-6-chloro-1,3,5-triazin-2-yl)amino)isonicotinic acid